ClC1=NC2=CC(=CC=C2C=C1)CN(C(C=C)=O)C=1C(=NC=CC1)S(=O)(=O)C N-[(2-chloro-quinolin-7-yl)methyl]-N-(2-methanesulfonylpyridin-3-yl)prop-2-enamide